N1(C[C@@]2(CCC1)OCC=1C=NC=CC12)CC1=C(N=C(S1)NC(C)=O)F (S)-N-(5-((3H-spiro[furo[3,4-c]pyridine-1,3'-piperidin]-1'-yl)methyl)-4-fluorothiazol-2-yl)acetamide